FC=1C=C(C2=C(C(=C(S2)C(C(F)(F)F)NSC(C)(C)C)C)C1)F N-[1-(5,7-difluoro-3-methyl-1-benzothiophene-2-yl)-2,2,2-trifluoroethyl]-2-methylpropane-2-sulfenamide